C(N)(OC1=NC=C(C=C1C(C)(C)C)C1=CC(=CC=C1)C(NC=1N(C=C(N1)CCCCCCN1CCCCC1)C1=CC=CC=C1)=O)=O (tert-butyl 5-(3-((1-phenyl-4-(6-(piperidin-1-yl) hexyl)-1H-imidazol-2-yl) carbamoyl) phenyl) pyridin-2-yl) carbamate